FC(C(C[N+](=O)[O-])(O)C=1SC=CC1)(F)F 1,1,1-trifluoro-3-nitro-2-(thiophen-2-yl)propan-2-ol